ClC1=C(C#N)C=CC(=C1Cl)C(=O)N1CC2(C1)CC(C2)N(C=2C1=C(N=CN2)NC=C1)C 2,3-Dichloro-4-{6-[methyl-(7H-pyrrolo[2,3-d]pyrimidin-4-yl)-amino]-2-aza-spiro[3.3]heptane-2-carbonyl}-benzonitrile